ClC1=C(C=C2C(C(=CN(C2=N1)C1=C(C=CC=C1F)F)C(=O)O)=O)F 7-chloro-1-(2,6-difluorophenyl)-6-fluoro-4-oxo-1,4-dihydro-1,8-naphthyridine-3-carboxylic acid